1-ethyl-4-oxo-8-[[2-[2-oxo-3-(3-oxo-4H-pyrido[3,2-b][1,4]oxazin-6-yl)-1,3-oxazolidin-5-yl]ethylamino]methyl]-8,9-dihydro-7H-cyclopenta[h]quinoline-3-carboxylic acid C(C)N1C=C(C(C2=CC=C3C(=C12)CC(C3)CNCCC3CN(C(O3)=O)C=3C=CC=1OCC(NC1N3)=O)=O)C(=O)O